(3S)-5-chloro-7-[(2,4-difluoro-3-{8-fluoro-3-[(1-methylpiperidin-4-yl) amino] isoquinolin-7-yl} phenyl) sulfamoyl]-2,3-dihydro-1-benzofuran-3-yl acetate C(C)(=O)O[C@@H]1COC2=C1C=C(C=C2S(NC2=C(C(=C(C=C2)F)C2=CC=C1C=C(N=CC1=C2F)NC2CCN(CC2)C)F)(=O)=O)Cl